[6-[[3-methyl-1-(2,2,2-trifluoroethyl)pyrazol-4-yl]methyl]-2,6-diazaspiro[3.3]heptan-2-yl]-[6-[3-(trifluoromethyl)-1,2,4-triazol-1-yl]-2-azaspiro[3.3]heptan-2-yl]methanone CC1=NN(C=C1CN1CC2(CN(C2)C(=O)N2CC3(C2)CC(C3)N3N=C(N=C3)C(F)(F)F)C1)CC(F)(F)F